(rac)-2-(6-amino-5-cyanopyridin-3-yl)-N-[1-(2-chlorophenyl)cyclobutyl]-6,7-dihydrospiro[pyrazolo[5,1-c][1,4]oxazine-4,3'-pyrrolidine]-1'-carboxamide NC1=C(C=C(C=N1)C1=NN2C(=C1)[C@@]1(CN(CC1)C(=O)NC1(CCC1)C1=C(C=CC=C1)Cl)OCC2)C#N |r|